C(#N)N1C[C@H]([C@@H](C1)C)NC(=O)C1=CN=C(S1)C1=CC=CC=C1 N-((3S,4R)-1-cyano-4-methylpyrrolidin-3-yl)-2-phenylthiazole-5-carboxamide